tert-butyl (1-(3-(1-methyl-1H-pyrazol-4-yl)phenyl)cyclopropyl)carbamate CN1N=CC(=C1)C=1C=C(C=CC1)C1(CC1)NC(OC(C)(C)C)=O